BrC=1C=C2C(=NC1)N(N=C2C(=O)C=2C(=C(C(=CC2F)F)NS(=O)(=O)CCC)F)C2OCCCC2 N-(3-(5-bromo-1-(tetrahydro-2H-pyran-2-yl)-1H-pyrazolo[3,4-b]pyridine-3-carbonyl)-2,4,6-trifluorophenyl)propane-1-sulfonamide